N-(1,1-dimethylsilinan-4-yl)-2-methoxy-4H-pyrrolo[3,2-d]thiazole-5-carboxamide C[Si]1(CCC(CC1)NC(=O)C1=CC=2N=C(SC2N1)OC)C